C(N)(S)=S.COC(C1=CC=CC=C1)N[C@H]1C(O)O[C@@H]([C@H]([C@@H]1O)O)CO N-(methoxybenzyl)-D-glucosamine dithiocarbamate